1-(2-(4-(pyrrolidin-1-yl)-2-(trifluoromethyl)benzyl)-2,8-diazaspiro[4.5]decane-8-carbonyl)-4-(trifluoromethyl)-1H-pyrazole-3-carboxylic acid N1(CCCC1)C1=CC(=C(CN2CC3(CC2)CCN(CC3)C(=O)N3N=C(C(=C3)C(F)(F)F)C(=O)O)C=C1)C(F)(F)F